O=C1NC(CCC1N1C(C2=CC=C(C=C2C1=O)CN1CCC(CC1)C1=CSC=C1C)=O)=O 2-(2,6-dioxopiperidin-3-yl)-5-((4-(4-methylthiophen-3-yl)piperidin-1-yl)methyl)isoindoline-1,3-dione